C(C)OC(=O)C1=NN2C(N=CC=C2C2=CC=C(C=C2)F)=C1 7-(4-fluorophenyl)pyrazolo[1,5-a]Pyrimidine-2-carboxylic acid ethyl ester